CC1=C(C=CC(=C1)[N+](=O)[O-])N1CC2(C1)CCC(CC2)=O 2-(2-methyl-4-nitrophenyl)-2-azaspiro[3.5]nonan-7-one